(R)-3-((3-butyl-3-ethyl-7-(methylthio)-1,1-dioxido-5-phenyl-2,3,4,5-tetrahydro-1,2,5-benzothiadiazepin-8-yl)oxy)propanoic acid C(CCC)[C@]1(NS(C2=C(N(C1)C1=CC=CC=C1)C=C(C(=C2)OCCC(=O)O)SC)(=O)=O)CC